1-(β-D-ribofuranosyl)-nicotinic acid [C@@H]1([C@H](O)[C@H](O)[C@H](O1)CO)N1CC(C(=O)O)=CC=C1